chloro-isopropyl-dimethyl-(trimethylsilyl)silanediamine ClN([Si](NC)([Si](C)(C)C)C(C)C)C